OC1=C(C=C(C=C1C(C)(C)CC)C(C)(C)CC)N1N=C2C(=N1)C=CC=C2 2-(2'-hydroxy-3,5'-di-tert-pentylphenyl)benzotriazole